O=C1N(CCC(N1)=O)C=1C=C(C(=O)N2CCC(CC2)O[C@H]2[C@@H](CN(CC2)C(=O)OC(C)(C)C)F)C=CC1 tert-butyl (3R,4R)-4-((1-(3-(2,4-dioxotetrahydropyrimidin-1(2H)-yl)benzoyl)piperidin-4-yl)oxy)-3-fluoropiperidine-1-carboxylate